bis[(E)-1-methyl-3-oxo-but-1-enoxy]Oxo-vanadium C/C(=C\C(C)=O)/O[V](=O)O\C(=C\C(C)=O)\C